FC1([C@H](C1)C(=O)NC=1SC2=C(C=C(C=3N2N=CN3)C=3C=NC(=CC3C)C(CC)=O)N1)F (R)-2,2-difluoro-N-(5-(4-methyl-6-propionylpyridin-3-yl)thiazolo[4,5-e][1,2,4]triazolo[1,5-a]pyridin-2-yl)cyclopropane-1-carboxamide